ClC=1C(=C(NC2=C(NC3=C2C(NCC3)=O)C3=C(C=NC=C3)OC[C@@H]3CN(CCO3)C(=O)OCCCC)C=CC1)C butyl (2S)-2-[({4-[3-(3-chloro-2-methylanilino)-4-oxo-4,5,6,7-tetrahydro-1H-pyrrolo[3,2-c]pyridin-2-yl]pyridin-3-yl}oxy)methyl]morpholine-4-carboxylate